tert-butyl 6-cyano-4-fluoroisoindoline-2-carboxylate C(#N)C1=CC(=C2CN(CC2=C1)C(=O)OC(C)(C)C)F